ethyl 2-(4,4-difluoroazepan-1-yl)-7-(trifluoromethyl)quinoline-3-carboxylate FC1(CCN(CCC1)C1=NC2=CC(=CC=C2C=C1C(=O)OCC)C(F)(F)F)F